1-((1-(tert-Butoxycarbonyl)azetidin-3-yl)oxy)-6-chloro-2,7-naphthyridine-4-carboxylic acid methyl ester COC(=O)C1=CN=C(C2=CN=C(C=C12)Cl)OC1CN(C1)C(=O)OC(C)(C)C